(3S)-3-((2-methoxy-2-oxo-1-(2-(trifluoromethyl)phenyl)ethyl)amino)pyrrolidine-1-carboxylic acid tert-butyl ester C(C)(C)(C)OC(=O)N1C[C@H](CC1)NC(C(=O)OC)C1=C(C=CC=C1)C(F)(F)F